N-methyl-2-(2-azaspiro[3.3]hept-6-yl)acetamide CNC(CC1CC2(CNC2)C1)=O